ClC=1C=CC2=C(C=C(O2)C(=O)N[C@@H]2CC[C@H](CC2)NC(=O)C=2OC(=NN2)C2=CC=C(C=C2)Cl)C1 trans-N-(4-(5-chlorobenzofuran-2-carboxamido)cyclohexyl)-5-(4-chlorophenyl)-1,3,4-oxadiazole-2-carboxamide